1-(1-acryloyl-azetidin-3-yl)-5-amino-3-((3,5-dimethoxyphenyl)ethynyl)-1H-pyrazole-4-carboxamide C(C=C)(=O)N1CC(C1)N1N=C(C(=C1N)C(=O)N)C#CC1=CC(=CC(=C1)OC)OC